C(=CCC)OC1=C(C(=C(C=C1)B(O)O)F)F 4-butenyloxy-2,3-difluorobenzeneboronic acid